CN1CCCC1 methylpyrrolidine